(5S,8R)-N-(4,5-dichloro-2-fluorophenyl)-4-fluoro-6,7,8,9-tetrahydro-5H-5,8-epiminocyclohepta[c]pyridine-10-carboxamide ClC1=CC(=C(C=C1Cl)NC(=O)N1[C@H]2CC[C@@H]1CC=1C=NC=C(C12)F)F